nonyl 8-((6-((4,4-bis(((Z)-oct-5-en-1-yl)oxy)butanoyl)oxy)hexyl)(4-((S)-3,6-dioxopiperazin-2-yl)butyl)amino)octanoate C(CCC\C=C/CC)OC(CCC(=O)OCCCCCCN(CCCCCCCC(=O)OCCCCCCCCC)CCCC[C@@H]1NC(CNC1=O)=O)OCCCC\C=C/CC